C(C)(C)(C)OC(=O)N1CCN(CC1)C1=NC=NC2=CC=C(C=C12)C=1C=NC=C(C1)NS(=O)(=O)C1=C(C=C(C=C1)F)F 4-(6-(5-((2,4-difluorophenyl)sulfonamido)-pyridin-3-yl)quinazolin-4-yl)piperazine-1-carboxylic acid tert-butyl ester